7-bromobenzo[d][1,3]dioxolane-4-carboxylic acid ethyl ester C(C)OC(=O)C1=CC=C(C=2OCOC21)Br